CN(CCOCCN(C)C)C Bis(2-di-methylaminoethyl)ether